O1C=C(C2=C1C=CC=C2)C2=CC(=CN2)S(=O)(=O)NC2=C(C=C(C(=C2)F)C#N)F 5-(1-benzofuran-3-yl)-N-(4-cyano-2,5-difluorophenyl)-1H-pyrrole-3-sulfonamide